((methylamino)methyl)isoindolin CNCC1NCC2=CC=CC=C12